C(C1=CC=CC=C1)N1C(=NC=C1)C1=CC=CC=C1 1-benzyl-2-phenylimidazole